4-(4-fluorophenyl)-9-azabicyclo[4.2.1]non-3-ene-3,9-dicarboxylic acid 9-tert-butyl 3-ethyl ester C(C)OC(=O)C=1CC2CCC(CC1C1=CC=C(C=C1)F)N2C(=O)OC(C)(C)C